D-Ribose 5-phosphate disodium salt hydrate O.[Na+].[Na+].P(=O)([O-])([O-])OC[C@H]([C@H]([C@H](C=O)O)O)O